2-(6-amino-2-methylpyridin-3-yl)isoindol NC1=CC=C(C(=N1)C)N1C=C2C=CC=CC2=C1